6-(4-bromophenyl)quinoline BrC1=CC=C(C=C1)C=1C=C2C=CC=NC2=CC1